N-[7-morpholino-5-[4-[[5-(trifluoromethyl)pyrazin-2-yl]amino]cyclohexoxy]-1,6-naphthyridin-3-yl]methanesulfonamide O1CCN(CC1)C1=NC(=C2C=C(C=NC2=C1)NS(=O)(=O)C)OC1CCC(CC1)NC1=NC=C(N=C1)C(F)(F)F